5-(2-Fluoropyridin-3-yl)-N-(1,2,3,4-tetrahydroisoquinolin-7-yl)-1H-indazole-3-carboxamide hydrochloride Cl.FC1=NC=CC=C1C=1C=C2C(=NNC2=CC1)C(=O)NC1=CC=C2CCNCC2=C1